Cl.F/C=C(\CN)/COC1=CC2=CC=3CCCCC3N=C2C=C1 (E)-3-fluoro-2-(5,6,7,8-tetrahydroacridin-2-yloxymethyl)prop-2-en-1-ylamine hydrochloride